NC1=NN=C(C2=CC(=CC=C12)C=1C(=CC(=C(C1)B(O)O)OC)C(F)(F)F)C [5-(1-amino-4-methylphthalazin-6-yl)-2-methoxy-4-(trifluoromethyl)phenyl]boronic acid